C(#N)C1=NC=C(C=C1)C(C(=O)O)NC(=N)N 2-cyanopyridin-5-yl-guanidinoacetic acid